(R)-2-((1R,2R)-2-(2,3-difluorophenyl)-1-hydroxy-2-phenylethyl)pyrrolidine-1-carboxylic acid benzyl ester C(C1=CC=CC=C1)OC(=O)N1[C@H](CCC1)[C@@H]([C@H](C1=CC=CC=C1)C1=C(C(=CC=C1)F)F)O